C(#C)C1CC12CN(CCC2)C(C2=CC(=C(C=C2)[N+](=O)[O-])OC)=O 1-ethynyl-5-(3-methoxy-4-nitrobenzoyl)-5-azaspiro[2.5]octane